(S)-Methyl 1-(2',3'-dimethyl-[1,1'-biphenyl]-4-carbonyl)-4-oxopyrrolidine-2-carboxylate CC1=C(C=CC=C1C)C1=CC=C(C=C1)C(=O)N1[C@@H](CC(C1)=O)C(=O)OC